FC(C(COC)OCC(OCC(OC)C(F)(F)F)C(F)(F)F)(F)F 4,7,10-Tri(trifluoromethyl)-2,5,8,11-Tetraoxadodecane